NCCNC(CCC(C(=O)O)N1CCN(CCN(CCN(CC1)CC(=O)O)CC(=O)O)CC(=O)O)=O 2,2',2''-(10-(4-((2-aminoethyl)amino)-1-carboxy-4-oxobutyl)-1,4,7,10-tetraazacyclododecane-1,4,7-tri-yl)triacetic acid